((R)-1-((R)-2-(2,4-dimethyloxazole-5-carboxamido)-4-morpholino-4-oxobutanamido)-3-methylbutyl)boronic acid CC=1OC(=C(N1)C)C(=O)N[C@@H](C(=O)N[C@@H](CC(C)C)B(O)O)CC(=O)N1CCOCC1